CC1=NC2=CC=CC=C2C(N1)=O 2-methyl-4-oxo-quinazolin